6,10-Dimethyl-1-(6-methyl-4-(trifluoromethyl)pyridin-2-yl)-5-((1-methylpiperidin-4-yl)methyl)-1,3a,4,5,10,11a-hexahydro-2H-benzo[b]pyrrolo[2,3-f][1,4]diazocine-2,11(3H)-dione CC1=CC=CC2=C1N(CC1C(C(N2C)=O)N(C(C1)=O)C1=NC(=CC(=C1)C(F)(F)F)C)CC1CCN(CC1)C